C(C)(C)(C)OC(=O)N1CC2(NC3=NC(=C(C=C3CC2)B(O)O)C)CC1C (1-(tert-Butyloxycarbonyl)-5,7'-dimethyl-3',4'-dihydro-1'H-spiro[pyrrolidine-3,2'-[1,8]naphthyridine]-6'-yl)boronic acid